C(CC)NCCOC1=CC=C(C(=O)N)C=C1 4-(2-(propylamino)ethoxy)benzamide